COC=1C(=CC=2C3=C(NC2C1)CCCN3C(=O)OC(C)(C)C)OC tert-butyl 7,8-dimethoxy-2,3,4,5-tetrahydro-1H-pyrido[3,2-b]indole-1-carboxylate